ClC1=C(C(=O)NC2=C3C=NN(C3=CC=C2)C2=CC(=NC=C2)C2CC2)C=C(C=C1)CNC(C(C)(C)C)=O 2-chloro-N-[1-(2-cyclopropylpyridin-4-yl)-1H-indazol-4-yl]-5-{[(2,2-dimethylpropanoyl)amino]methyl}benzamide